P([O-])([O-])=O.[Cr+3].ClC1=CC=C(C=C1)C=1N=C2N(C=CC=N2)C1CN1C2CCN(C(C1)CC2)C(=O)C2=C(C=CC=C2)F.P([O-])([O-])=O.P([O-])([O-])=O.[Cr+3] [6-{[2-(4-Chlorophenyl)imidazo[1,2-a]pyrimidin-3-yl]methyl}-2,6-diazabicyclo[3.2.2]non-2-yl](2-fluorophenyl)methanone Chromium(III) phosphonate